benzeneFormamide dihydrochloride Cl.Cl.C1(=CC=CC=C1)C(=O)N